C(C)(C)(C)OC(NCC1=CC(=CC(=C1)F)C=1C=NN(C1)C1=CC=C(C=C1)C(C)=O)=O 3-(1-(4-acetylphenyl)-1H-pyrazol-4-yl)-5-fluorobenzyl-carbamic acid tert-butyl ester